4-chloro-5,7-dimethyl-1,8-naphthyridin-2-amine ClC1=CC(=NC2=NC(=CC(=C12)C)C)N